C(C)(C)(C)OC(NS(NCC(CC)C1CCN(CC1)C1=NC=NC2=CC(=C(C=C12)OC)OC)(=O)=O)=O (N-(2-(1-(6,7-dimethoxyquinazolin-4-yl)piperidin-4-yl)butyl)sulfamoyl)carbamic acid tert-butyl ester